(2S)-2-(9H-fluoren-9-ylmethoxycarbonylamino)-3-(2-methoxyphenyl)propionic acid C1=CC=CC=2C3=CC=CC=C3C(C12)COC(=O)N[C@H](C(=O)O)CC1=C(C=CC=C1)OC